SC=CO mercaptovinyl alcohol